OC1[C@H](O)[C@H](O)[C@H](O)[C@@H](O1)C 6-deoxy-L-talopyranose